2-(1-(1-(3-Fluorobenzyl)azetidine-3-carbonyl)-2,3-dihydro-1H-pyrrolo[2,3-c]pyridin-4-yl)-1H-indole-5-carbonitrile FC=1C=C(CN2CC(C2)C(=O)N2CCC=3C2=CN=CC3C=3NC2=CC=C(C=C2C3)C#N)C=CC1